2-ethyl-8,9-dimethyl-7-(3-(6-methylpyridin-3-yl)-7,8-dihydro-1,6-naphthyridin-6(5H)-yl)-4H-pyrimido[1,2-b]pyridazin-4-one C(C)C=1N=C2N(N=C(C(=C2C)C)N2CC=3C=C(C=NC3CC2)C=2C=NC(=CC2)C)C(C1)=O